C=1N=C(N2C1C=CC=C2)NCC(=O)OCC ethyl imidazo[1,5-a]pyridin-3-ylglycinate